5-amino-8-[2-(hydroxymethyl)-6-methyl-4-pyridyl]-2-[(2-methoxy-3-pyridyl)methyl]-7-phenyl-[1,2,4]triazolo[4,3-c]pyrimidin-3-one NC1=NC(=C(C=2N1C(N(N2)CC=2C(=NC=CC2)OC)=O)C2=CC(=NC(=C2)C)CO)C2=CC=CC=C2